(1S,3S)-3-((2-cyclopropyl-6-(1-methyl-5-((((4-nitrophenoxy)carbonyl)oxy)methyl)-1H-1,2,3-Triazol-4-yl)pyridin-3-yl)oxy)cyclohexanecarboxylic acid methyl ester COC(=O)[C@@H]1C[C@H](CCC1)OC=1C(=NC(=CC1)C=1N=NN(C1COC(=O)OC1=CC=C(C=C1)[N+](=O)[O-])C)C1CC1